C(#CCC)C1=C(C=C(N=N1)C=1C(NC(NC1)=O)=O)[C@@H]1[C@H](C1)C(F)F 5-(6-(But-1-yn-1-yl)-5-((1S,2S)-2-(difluoromethyl)cyclopropyl)pyridazin-3-yl)pyrimidine-2,4(1H,3H)-dione